(S)-2-Methyl-5-((1-methylazetidin-2-yl)methoxy)-N-(1-(7-(2-methyloxazol-5-yl)quinolin-5-yl)cyclopropyl)benzamide CC1=C(C(=O)NC2(CC2)C2=C3C=CC=NC3=CC(=C2)C2=CN=C(O2)C)C=C(C=C1)OC[C@H]1N(CC1)C